O[C@@H]1CN(C[C@@H]1O)C(C#CC=1C=C(C(=CC1)C1=C(C=CC=C1)C(F)(F)F)C=O)=O 4-{3-[(3R,4S)-3,4-dihydroxypyrrolidin-1-yl]-3-oxoprop-1-yn-1-yl}-2'-(trifluoromethyl)[1,1'-biphenyl]-2-carbaldehyde